5-bromo-2-chloro-4-(1-methyl-1H-pyrazol-3-yl)pyridine BrC=1C(=CC(=NC1)Cl)C1=NN(C=C1)C